C[Si](C1=CC=C(C=C1)C#N)(C1=CC=C(C=C1)C#N)C dimethyl-bis(4-cyanophenyl)silane